FC1=C(C=C(C=C1)F)C1(NC=C(C(=N1)NC1=CC=C2CCNCC2=C1)C=1C=NN(C1)CC(C)C)N 2-(2,5-difluorophenyl)-5-(1-isobutyl-1H-pyrazol-4-yl)-N4-(1,2,3,4-tetrahydroisoquinolin-7-yl)pyrimidine-2,4-diamine